C1(=CC=C(C=C1)C(C)=NN=C1SC(C(N1)=O)CC(=O)Cl)C 2-(2-((1-(p-tolyl)ethylidene)hydrazineylidene)-4-oxothiazolidine-5-yl)acetyl chloride